C(C)O[Si](CCCN(C([O-])=O)CC(C)O)(OCC)OCC N-(3-triethoxysilylpropyl)-2-hydroxypropylcarbamate